ClC1=C(C=NC(=C1)COC1OCCCC1)C(=O)C1(CCN(CC1)C(=O)OC(C)(C)C)C tert-butyl 4-[4-chloro-6-(tetrahydropyran-2-yloxymethyl)pyridine-3-carbonyl]-4-methyl-piperidine-1-carboxylate